3,6-Dimethyl-2-phenyl-8-[(1R)-1-[[2-(2H-tetrazol-5-yl)-3-pyridyl]amino]ethyl]chromen-4-one CC1=C(OC2=C(C=C(C=C2C1=O)C)[C@@H](C)NC=1C(=NC=CC1)C=1N=NNN1)C1=CC=CC=C1